(7S)-2-chloro-7-((R)-1-methoxyethyl)-7,8-dihydropteridin-6(5H)-one ClC1=NC=2N[C@H](C(NC2C=N1)=O)[C@@H](C)OC